CC12N(N(C(C(=C1C)C)(C2)C)C(=O)OC(C)C)C(=O)OC(C)C diisopropyl 1,4,5,6-tetramethyl-2,3-diaza-bicyclo[2.2.1]hept-5-ene-2,3-dicarboxylate